N[C@@H](CO)C(C)C |r| racemic-2-amino-3-methylbutanol